C(C)(C)(C)OC(=O)N1CCN(CC1)CCNC(=O)C1=CC=C(C=C1)C#CC=1C=C(C(=O)O)C=CC1S(=O)(=O)CC1=NN(C=C1)C 3-((4-((2-(4-(tert-butoxycarbonyl)piperazin-1-yl)ethyl)carbamoyl)phenyl)ethynyl)-4-(((1-methyl-1H-pyrazol-3-yl)methyl)sulfonyl)benzoic acid